3-(1H-pyrrol-1-yl)propionic acid N1(C=CC=C1)CCC(=O)O